Aminothiophenealdehyde NC1=C(SC=C1)C=O